2-[bromo(tetrahydropyran-4-yl)methyl]-5-chloro-pyridine BrC(C1=NC=C(C=C1)Cl)C1CCOCC1